bis(2,6-diisopropylphenyl)-1,6,7,12-tetrakis(2,6-dichlorophenoxy)perylene C(C)(C)C1=C(C(=CC=C1)C(C)C)C=1C(=C(C=2C=3C(=CC=C4C=CC(=C(C5=C(C=CC1C52)OC5=C(C=CC=C5Cl)Cl)C43)OC4=C(C=CC=C4Cl)Cl)OC4=C(C=CC=C4Cl)Cl)OC4=C(C=CC=C4Cl)Cl)C4=C(C=CC=C4C(C)C)C(C)C